4-[[2-(cyclopropylmethyl)-4-[3-[2-(1-methylpyrrolidin-3-yl)ethynyl]phenyl]-1H-pyrrol-3-yl]methyl]-2-fluoro-benzenesulfonamide C1(CC1)CC=1NC=C(C1CC1=CC(=C(C=C1)S(=O)(=O)N)F)C1=CC(=CC=C1)C#CC1CN(CC1)C